(S)-N-(6-chloro-4-(1-methoxyethyl)-1,5-naphthyridin-3-yl)-N'-(6-(1,3-oxazol-2-yl)-5-(trifluoromethyl)pyridin-3-yl)urea ClC=1N=C2C(=C(C=NC2=CC1)NC(=O)NC=1C=NC(=C(C1)C(F)(F)F)C=1OC=CN1)[C@H](C)OC